4-(4,4-difluorocyclohexyl)-1-((4ar,6r,7r,8ar)-7-methoxy-2,2-dimethyl-8-(4-(3,4,5-trifluorophenyl)-1H-1,2,3-triazol-1-yl)hexahydropyrano[3,2-d][1,3]dioxin-6-yl)but-3-yn-2-one FC1(CCC(CC1)C#CC(C[C@@H]1[C@@H](C([C@H]2OC(OC[C@H]2O1)(C)C)N1N=NC(=C1)C1=CC(=C(C(=C1)F)F)F)OC)=O)F